N1C=C(C=2C1=NC=CC2)C2=CC(=NN2)C=2C=C(C=CC2)[C@]2(C(N(CC2)C)=O)O (R)-3-(3-(5-(1H-Pyrrolo[2,3-b]pyridin-3-yl)-1H-pyrazol-3-yl)phenyl)-3-hydroxy-1-methylpyrrolidin-2-one